Hydantoin N1C(=O)NC(=O)C1